C1(CC1)C1=NC=NC(=C1C1=NC=C(C(=N1)OCC1=CC=C(C=C1)C=1N(C=C(N1)C(F)(F)F)C)OC)OC([2H])([2H])[2H] 2-[4-cyclopropyl-6-(trideuteriomethoxy)pyrimidin-5-yl]-5-methoxy-4-[[4-[1-methyl-4-(trifluoromethyl)imidazol-2-yl]phenyl]methoxy]pyrimidine